[Cl-].C[N+](CCC[Si](OCC(CO)(C(=O)O)C)(OCC(CO)(C(=O)O)C)OCC(CO)(C)C(=O)O)(CCCCCCCCCCCCCCCCCC)C Dimethyl-octadecyl-[3-tris(2-carboxy-3-hydroxy-2-methyl-propoxy)silylpropyl]ammonium chloride